O=C(C(=O)N)N1[C@H](CC[C@@H](C1)C)C1=NN(C=C1)CCN(C)C |r| 2-oxo-2-[rac-(2R,5S)-2-[1-[2-(dimethylamino)ethyl]pyrazol-3-yl]-5-methyl-1-piperidyl]acetamide